6-methyl-3-(morpholin-4-yl)-7-(2,3,5-trifluorophenyl)pyrazolo[3,2-b][1,3]Thiazole-2-carboxylic acid ethyl ester C(C)OC(=O)C1=C(N2C(S1)=C(C(=N2)C)C2=C(C(=CC(=C2)F)F)F)N2CCOCC2